5-bromo-N-[(4-methoxyphenyl)methyl]-N-methyl-6-[4-(trifluoromethyl)anilino]pyridine-3-sulfonamide BrC=1C=C(C=NC1NC1=CC=C(C=C1)C(F)(F)F)S(=O)(=O)N(C)CC1=CC=C(C=C1)OC